N1N=CC=C1CN(C(OC(C)(C)C)=O)CC1=CC=CC=C1 tert-butyl ((1H-pyrazol-5-yl)methyl)(benzyl)carbamate